N-[5-[1-(5-cyano-1,3-thiazol-2-yl)-2,3,6,7-tetrahydroazepin-4-yl]-4-fluoro-2-[(3R,5S)-3,4,5-trimethylpiperazin-1-yl]phenyl]-6-oxo-4-(trifluoromethyl)-1H-pyridine-3-carboxamide C(#N)C1=CN=C(S1)N1CCC(=CCC1)C=1C(=CC(=C(C1)NC(=O)C1=CNC(C=C1C(F)(F)F)=O)N1C[C@H](N([C@H](C1)C)C)C)F